4-(5-methoxy-3-methyl-pyrazol-1-yl)benzoic acid COC1=CC(=NN1C1=CC=C(C(=O)O)C=C1)C